ethanolAT 2-cyanoethyl-(2-((tris(4-methoxyphenyl)methyl)thio)ethyl)diisopropylphosphoramidite C(#N)CCCC(C)(N(P([O-])[O-])C(C)C)CCSC(C1=CC=C(C=C1)OC)(C1=CC=C(C=C1)OC)C1=CC=C(C=C1)OC.C(C)[O-]